NC1=C(C(=C(OC=2C=CC(=C(C#N)C2)F)C(=C1I)F)F)F 5-(4-Amino-2,3,6-trifluoro-5-iodo-phenoxy)-2-fluoro-benzonitrile